samarium acetate salt C(C)(=O)[O-].[Sm+3].C(C)(=O)[O-].C(C)(=O)[O-]